ClC1=CC=C(C=N1)N(C=1C2=C(C(=NC1)N)NC=C2)CC(F)(F)F N-(6-chloropyridin-3-yl)-N4-(2,2,2-trifluoroethyl)-1H-pyrrolo[2,3-c]pyridine-4,7-diamine